CC1=NC2=CC(=CC=C2C(=C1)C(=O)O)C 2,7-dimethylquinoline-4-carboxylic acid